((2S,4S)-4-amino-1-benzylpyrrolidin-2-yl)methanol N[C@H]1C[C@H](N(C1)CC1=CC=CC=C1)CO